C(C)N(S(=O)(=O)C1=CC=C(C=C1)C)C1=C(C=CC=C1)C#CC1=CC=CC=C1 N-ethyl-4-methyl-N-(2-(phenylethynyl)phenyl)benzenesulfonamide